C(#N)/C(/C(=O)N(CCO)CC)=C(/O)\C1=CC(=C(C(=C1)[N+](=O)[O-])O)O (Z)-2-cyano-3-(3,4-dihydroxy-5-nitrophenyl)-N-ethyl-3-hydroxy-N-(2-hydroxyethyl)acrylamide